tert-Butyl((1R,3R)-3-(8-bromo-3-methyl-2-oxo-6-(phenylsulfonyl)-3,6-dihydroimidazo[4,5-d]pyrrolo[2,3-b]pyridin-1(2H)-yl)cyclopentyl)carbamate C(C)(C)(C)OC(N[C@H]1C[C@@H](CC1)N1C(N(C=2C1=C1C(=NC2)N(C=C1Br)S(=O)(=O)C1=CC=CC=C1)C)=O)=O